NC1=NC(NC=C1C)=O 4-amino-5-methylpyrimidin-2(1H)-one